BrC=1C=C2C3=C(NC2=CC1)C(=NC=C3)[C@@H](CC3=CC=CC=C3)NC(C)=O (R)-N-(1-(6-bromo-9H-pyrido[3,4-b]indol-1-yl)-2-phenylethyl)acetamide